O=C1NC(CCC1N1C(C2=CC=C(C=C2C1=O)N1CCC(CC1)CN1C[C@H](OCC1)CN1CCN(CC1)C1=NC=NC(=C1)C1=NNC2=CC=C(C=C12)OC1(CC1)C)=O)=O 2-(2,6-dioxo-3-piperidyl)-5-[4-[[(2R)-2-[[4-[6-[5-(1-methylcyclopropoxy)-1H-indazol-3-yl]pyrimidin-4-yl]piperazin-1-yl]methyl]morpholin-4-yl]methyl]-1-piperidyl]isoindoline-1,3-dione